5-fluoro-6-(1-methanesulfonylcyclopropyl)pyridin-3-ol FC=1C=C(C=NC1C1(CC1)S(=O)(=O)C)O